2-(2-(2-(2-((2-(2,6-dioxopiperidin-3-yl)-1-oxoisoindolin-4-yl)thio)ethoxy)ethoxy)ethoxy)acetic acid O=C1NC(CCC1N1C(C2=CC=CC(=C2C1)SCCOCCOCCOCC(=O)O)=O)=O